6-(tert-butyl)-10-chloro-9-(3-methoxypropoxy)-3-(pyrimidin-2-yl)-6,7-dihydro-2H-pyrido[2,1-a]isoquinolin-2-one C(C)(C)(C)C1N2C(C3=CC(=C(C=C3C1)OCCCOC)Cl)=CC(C(=C2)C2=NC=CC=N2)=O